FC(C(=O)O)(F)F.COC(CC(NC1[C@@H]2CN(C[C@H]12)CCCC1=NC=2NCCCC2C=C1)C1=CC=C(C=C1)Cl)=O 3-(4-chlorophenyl)-3-(((1R,5S,6S)-3-(3-(5,6,7,8-tetrahydro-1,8-naphthyridin-2-yl)propyl)-3-azabicyclo[3.1.0]Hex-6-yl)amino)propionic acid methyl ester trifluoroacetate